C(C)(C)(C)C=1C=C(C=C(C1O)C)CCC(=O)OCC(C)(C)C1OCC2(CO1)COC(OC2)C(COC(CCC2=CC(=C(C(=C2)C)O)C(C)(C)C)=O)(C)C 3,9-bis(2-(3-t-butyl-4-hydroxy-5-methylphenylpropionyloxy)-1,1-dimethylethyl)-2,4,8,10-tetraoxaspiro(5.5)undecane